[Na].COC=O.O=C1CCCC1 2-oxocyclopentane methyl-formate sodium salt